1-(6-(Piperazin-1-yl)-1H-indol-4-yl)dihydropyrimidine-2,4(1H,3H)-dione N1(CCNCC1)C1=CC(=C2C=CNC2=C1)N1C(NC(CC1)=O)=O